F[C@H]1C[C@H](N2N=C(N=C21)S(=O)(=O)CCC)C2=CC=CC=C2 (5s,7s)-7-fluoro-5-phenyl-2-(propylsulfonyl)-6,7-dihydro-5H-pyrrolo[1,2-b][1,2,4]triazole